O=C1NC(CCC1C1=NC=CC2=C1C=C(S2)C#CCNC(C2=NC=C(C=C2)C=2N=CC1=C(C=CC=C1C2)C2=CC1=C(N(C(N1C)=O)C)C(=C2)C(C)C)=O)=O N-(3-(4-(2,6-dioxo-piperidin-3-yl)thieno[3,2-c]pyridin-2-yl)prop-2-yn-1-yl)-5-(8-(7-isopropyl-1,3-dimethyl-2-oxo-2,3-dihydro-1H-benzo[d]imidazol-5-yl)isoquinolin-3-yl)picolinamide